tert-butyl (3-(4-hydroxy-4-(4-(isoindoline-2-carboxamido)butyl)piperidine-1-carbonyl)phenyl)carbamate OC1(CCN(CC1)C(=O)C=1C=C(C=CC1)NC(OC(C)(C)C)=O)CCCCNC(=O)N1CC2=CC=CC=C2C1